ClC1=C(C=CC(=C1)F)CC(=O)N1[C@H](C2=CC=CC(=C2C[C@@H]1CO)C=1C=NNC1)C 2-(2-Chloro-4-fluorophenyl)-1-((1S,3R)-3-(hydroxymethyl)-1-methyl-5-(1H-pyrazol-4-yl)-3,4-dihydroisochinolin-2(1H)-yl)ethan-1-on